(difluoro(2-(((3S,6S,10aS)-5-oxo-3-(3-(pyridin-3-yloxy)azetidine-1-carbonyl)decahydropyrrolo[1,2-a]azocin-6-yl)carbamoyl)benzo[b]thiophen-5-yl)methyl)phosphonic acid FC(C1=CC2=C(SC(=C2)C(N[C@H]2CCCC[C@@H]3N(C2=O)[C@@H](CC3)C(=O)N3CC(C3)OC=3C=NC=CC3)=O)C=C1)(F)P(O)(O)=O